N=1N=CN2C1C=NC(=C2)C(=O)O [1,2,4]triazolo[4,3-a]pyrazine-6-carboxylic acid